(e)-4-((1-(1,1-difluoro-2,3-dihydro-1H-inden-4-yl)ethyl)amino)-2-methyl-6-(tetrahydro-2H-pyran-4-yl)pyrido[3,4-d]pyridazine-1,7(2H,6H)-dione FC1(CCC2=C(C=CC=C12)C(C)NC1=NN(C(C=2C1=CN(C(C2)=O)C2CCOCC2)=O)C)F